7-(diethylamino)-4-hydroxy-2H-chromene-2-one C(C)N(C1=CC=C2C(=CC(OC2=C1)=O)O)CC